CN(CC1=CC=C(C=C1)OC1=C2C(=NC=C1)NC=C2C)C N,N-dimethyl-1-(4-((3-methyl-1H-pyrrolo[2,3-b]pyridin-4-yl)oxy)phenyl)methanamine